(S)-1-(1-Cyclobutylpiperidin-3-yl)-6-isopropyl-5-(8-methoxy-[1,2,4]triazolo[1,5-a]pyridin-6-yl)-1,3-dihydro-2H-benzo[d]imidazol-2-on C1(CCC1)N1C[C@H](CCC1)N1C(NC2=C1C=C(C(=C2)C=2C=C(C=1N(C2)N=CN1)OC)C(C)C)=O